[Li+].NC1=NN2C(C=C(C=C2)C=2C=CC(=C(C(=O)[O-])C2)Cl)=N1 5-(2-amino-[1,2,4]triazolo[1,5-a]pyridin-7-yl)-2-chlorobenzoic acid, lithium salt